C(C)C=1C=C2C(N(C(C2=CC1)=O)CC1=CC=C(C=C1)O)=O 5-ethyl-2-(4-hydroxybenzyl)isoindoline-1,3-dione